titanium monohydride [H-].[Ti+]